2-(1-(6-(6-(Difluoromethyl)imidazo[1,2-b]pyridazin-3-yl)pyrimidin-4-yl)piperidin-2-yl)ethane-1-sulfonamide FC(C=1C=CC=2N(N1)C(=CN2)C2=CC(=NC=N2)N2C(CCCC2)CCS(=O)(=O)N)F